FC(C=1C(=CC2=CN(N=C2C1)C1CCC(CC1)CO)N1C(C=CC=C1C(C)(C)F)C(=O)N)F 1-N-[6-(difluoromethyl)-2-[4-(hydroxymethyl)cyclohexyl]indazol-5-yl]-6-(1-fluoro-1-methyl-ethyl)pyridine-2-carboxamide